C(C1=CC=CC=C1)OC(=O)N[C@H](C(CC(=O)OC(C)(C)C)=O)C1CC(CCC1)(F)F tert-butyl (4S)-4-(((benzyloxy)carbonyl)amino)-4-(3,3-difluorocyclohexyl)-3-oxobutanoate